C[Si](OCCNCCO[Si](C)(C)C)(C)C Bis[2-(trimethylsilyloxy)ethyl]amine